FC1=C(C=C(C=C1)NC(=O)C=1N(C=C2C1OC[C@@H]1[C@H](NS2(=O)=O)CN(C1)C(C1=CC=NC=C1)=O)C)C cis-N-(4-fluoro-3-methylphenyl)-2-isonicotinoyl-7-methyl-2,3,3a,4,10,10a-hexahydro-1H,7H-dipyrrolo[3,4-b:3',4'-f][1,4,5]oxathiazocine-8-carboxamide 5,5-dioxide